5-{2-Acetaminoimidazo[1,2-b]pyridazin-6-yl}-N-{[2-fluoro-5-(trifluoromethoxy)phenyl]methyl}-2-(trifluoromethyl)pyridine-3-carboxamide N(C(=O)C)C=1N=C2N(N=C(C=C2)C=2C=C(C(=NC2)C(F)(F)F)C(=O)NCC2=C(C=CC(=C2)OC(F)(F)F)F)C1